2-chloro-N-(6-methyl-5-((1-methyl-6-((2-methylpyridin-3-yl)amino)-1H-pyrazolo[3,4-d]pyrimidin-3-yl)amino)pyridin-3-yl)acetamide ClCC(=O)NC=1C=NC(=C(C1)NC1=NN(C2=NC(=NC=C21)NC=2C(=NC=CC2)C)C)C